tert-butyl 4-(6,8-dichloro-2-methylsulfanyl-pyrido[3,4-d]pyrimidin-4-yl)piperazine-1-carboxylate ClC1=CC2=C(N=C(N=C2N2CCN(CC2)C(=O)OC(C)(C)C)SC)C(=N1)Cl